2,4,6-triisopropyl-Diphenyl-biphenyl C(C)(C)C1=C(C(=C(C(=C1C1=CC=CC=C1)C(C)C)C1=CC=CC=C1)C(C)C)C1=CC=CC=C1